C(C)(C)(C)OC(=O)N1CCN(CC1)C1=NC=C(C=N1)SC1=CC=C(C=C1)B(O)O (4-((2-(4-(tert-butoxycarbonyl)piperazin-1-yl)pyrimidin-5-yl)thio)phenyl)boronic acid